NCC=1C=C(CC2=CN=C3C(=NC(=NN32)OCCCC)N)C=CC1 7-(3-(aminomethyl)benzyl)-2-butoxyimidazo[2,1-f][1,2,4]triazin-4-amine